amino-5'-benzoyl-5-methoxy-6'-methyl-2-oxospiro[indoline-3,4'-pyran]-3'-carbonitrile NC=1OC(=C(C2(C1C#N)C(NC1=CC=C(C=C12)OC)=O)C(C1=CC=CC=C1)=O)C